FC=1C=C(OC2=CC(=C(C=C2)NC2=NC=NC3=CC(=C(C=C23)OC2CCN(CC2)C(C=C)=O)OC)C(C)(C)O)C=C(C1)F 1-(4-((4-((4-(3,5-difluorophenoxy)-2-(2-hydroxypropan-2-yl)phenyl)amino)-7-methoxyquinazoline-6-yl)oxy)piperidin-1-yl)prop-2-en-1-one